benzo[d][1,3]dioxaborolan O1BOC2=C1C=CC=C2